N1=C(C=CC2=CC=CC=C12)C1C(C2=CC=CC=C2C1=O)=O 2-(2-quinolyl)-1H-indene-1,3(2H)dione